O1C2=C(OC[C@@H]1CN1CCN(CC1)C1=NOC(=N1)COC)C=CC=C2 (S)-3-(4-((2,3-dihydrobenzo[b][1,4]dioxin-2-yl)methyl)piperazin-1-yl)-5-(methoxymethyl)-1,2,4-oxadiazol